4-chloro-2-(chloromethyl)-5-fluoro-pyridine ClC1=CC(=NC=C1F)CCl